ergosta-5,7,22-trien-3β-ol CC(C)[C@@H](C)C=C[C@@H](C)[C@H]1CC[C@H]2C3=CC=C4C[C@H](CC[C@]4(C)[C@H]3CC[C@]12C)O